trans-4-(3-hydroxy-phenyl)-pyrrolidine-3-carboxylic acid OC=1C=C(C=CC1)[C@H]1[C@@H](CNC1)C(=O)O